C(C)(C)(C)OC=1C=C(C(=CC1)OC)C1=C(C=CC=C1C(C)C)C(C)C 3-tert-butoxy-6-methoxy-2',6'-diisopropyl-1,1'-biphenyl